ClC1=NC=2CCC(CC2C(=N1)Cl)C 2,4-dichloro-6-methyl-5,6,7,8-tetrahydroquinazoline